N,N-di(sec-butyl)-propylamine C(C)(CC)N(C(C)CC)CCC